(S)-1-(2-(4-(2-amino-3-phenylpropionyl)piperazin-1-yl)quinolin-6-yl)-3-(2-(diethylamino)ethyl)thiourea N[C@H](C(=O)N1CCN(CC1)C1=NC2=CC=C(C=C2C=C1)NC(=S)NCCN(CC)CC)CC1=CC=CC=C1